C(C=C)(=O)OCC(CC(C)C)CCC 4-methyl-2-propylpentyl acrylate